(2-(cyclopropylamino)-4,5-difluorophenyl)-3-methylpyridazine-4-carboxamide C1(CC1)NC1=C(C=C(C(=C1)F)F)C=1C(=C(N=NC1)C)C(=O)N